C(C)(C)(C)C=1C=C(C(=O)N=C2N(CCN2C)C)C=CC1NC1=CC(=CC=C1)C(NC(C)C)=O 3-tert-butyl-N-[(2Z)-1,3-dimethylimidazolidin-2-ylidene]-4-({3-[(propan-2-yl)carbamoyl]phenyl}amino)benzamide